Tributyl-ammonium tetrakis(pentafluorophenyl)borate FC1=C(C(=C(C(=C1[B-](C1=C(C(=C(C(=C1F)F)F)F)F)(C1=C(C(=C(C(=C1F)F)F)F)F)C1=C(C(=C(C(=C1F)F)F)F)F)F)F)F)F.C(CCC)[NH+](CCCC)CCCC